1-(5-hydroxy-2-(5-(4-(hydroxymethyl)phenyl)-1H-imidazol-2-yl)piperidin-1-yl)-2-(methylthio)propan OC1CCC(N(C1)CC(C)SC)C=1NC(=CN1)C1=CC=C(C=C1)CO